FC1=CC(=C(C=C1)S(=O)(=O)N)C(F)(F)F 4-fluoro-2-(trifluoromethyl)benzenesulfonamide